[Co+2].[O-2].[Mn+2].[Ni+2].[O-2].[O-2] nickel-manganese oxide cobalt